NC=1CC(=CC2=C(N1)C=C(C=C2)C(N(C)C)=O)C(=O)N(CCC)CCCNC(OC(C)(C)C)=O tert-butyl (3-(2-amino-8-(dimethylcarbamoyl)-N-propyl-3H-benzo[b]azepine-4-carboxamido)propyl)carbamate